2-(2-fluoro-4-iodophenylamino)-1-methyl-4-(6-methylpyridin-3-yloxy)-6-carbonyl-1,6-dihydropyridine-3-carboxamide FC1=C(C=CC(=C1)I)NC=1N(C(C=C(C1C(=O)N)OC=1C=NC(=CC1)C)=C=O)C